BrCCCCCCC(=O)NC=1N=CC2=C(N=CC(=C2C1)C=1OC2=C(N1)C=C(C=C2)O)NC 7-bromo-N-(5-(5-hydroxybenzo[d]oxazol-2-yl)-8-(methylamino)-2,7-naphthyridin-3-yl)heptanamide